[cumyl]salicylic acid C(C)(C)(C1=CC=CC=C1)OC=1C(C(=O)O)=CC=CC1